pimelic acid bis-[(3-hydroxy-1,6-dimethyl-4-oxo-1,4-dihydro-pyridin-2-ylmethyl)-amide] OC1=C(N(C(=CC1=O)C)C)CNC(CCCCCC(=O)NCC=1N(C(=CC(C1O)=O)C)C)=O